CN1CC2N(C(C1)C2)C=2C=CC=1C3(C4=CC=C(C=C4OC1C2)N2C1CN(CC2C1)C)OC(C1=CC=C(C=C13)C(=O)OC)=O methyl 3',6'-bis(3-methyl-3,6-diazabicyclo[3.1.1]hept-6-yl)-3-oxo-3H-spiro[isobenzofuran-1,9'-xanthene]-6-carboxylate